C(C)(C)(C)OC(N[C@H]1C[C@H](CCC1)C=1C=2N(C=C(N1)C=1C=NN(C1)C)N=CC2)=O |r| racemic-((1R,3S)-3-(6-(1-methyl-1H-pyrazol-4-yl)pyrazolo[1,5-a]pyrazin-4-yl)cyclohexyl)carbamic acid tert-butyl ester